2-({4-[2-(5-chloropyridin-2-yl)-2-methyl-1,3-benzodioxol-4-yl]piperidin-1-yl}methyl)-1-[(2S)-oxetan-2-ylmethyl]-1H-benzoimidazole-6-carboxylic acid methyl ester COC(=O)C=1C=CC2=C(N(C(=N2)CN2CCC(CC2)C2=CC=CC=3OC(OC32)(C)C3=NC=C(C=C3)Cl)C[C@H]3OCC3)C1